tert-butyl (R)-3-(4-cyano-2-fluoro-N-(8-methylisoquinolin-1-yl)benzamido)piperidine-1-carboxylate C(#N)C1=CC(=C(C(=O)N(C2=NC=CC3=CC=CC(=C23)C)[C@H]2CN(CCC2)C(=O)OC(C)(C)C)C=C1)F